C(C=CC1=CC=CC=C1)C1=C(C(N(C1C1=C(C=CC=C1)F)C1=CC=CC=C1)=O)O 4-cinnamyl-3-hydroxy-5-(2-fluorophenyl)-1-phenyl-1H-pyrrol-2(5H)-one